N1=C(C=NC=C1)C=1N=C2C(=C(NC2=CC1)C(C)(C)C)C1CC2CCCCN2CC1 5-(pyrazin-2-yl)-3-(octahydro-2H-quinolizin-2-yl)-2-t-butyl-4-aza-1H-indole